ClC1=CC=C(C=C1)S(=O)(=O)NC=1C(=NN(C1C(=O)N[C@@H](C)C(C)(C)C)C)C1=CCC(CC1)(F)F (S)-4-((4-chlorophenyl)sulfonamido)-3-(4,4-difluorocyclohex-1-en-1-yl)-N-(3,3-dimethylbutan-2-yl)-1-methyl-1H-pyrazole-5-carboxamide